3,5-dimethoxylbenzyl carbonate C(OCC1=CC(=CC(=C1)OC)OC)([O-])=O